3-(4-bromo-3-fluoro-phenyl)azetidine-1-carboxylic acid tert-butyl ester C(C)(C)(C)OC(=O)N1CC(C1)C1=CC(=C(C=C1)Br)F